ClCC(=O)NC1=CC2=C(N(C(=N2)C2=C(C(=CC(=C2)C2=CC(=CC=C2)C(F)(F)F)Cl)O)C(C(=O)O)CC(C)C)C=C1 {5-[(2-Chloroacetyl)amino]-2-{3-chloro-2-hydroxy-5-[3-(trifluoromethyl)phenyl]phenyl}benzo[d]imidazol-1-yl}-4-methylpentanoic acid